FC(S(=O)(=O)[O-])(F)F.C(C)(C)(C=1OC[C@@H](N1)C1=CC=CC=C1)C=1OC[C@@H](N1)C1=CC=CC=C1.[Cu+] copper (I) (-)-2,2'-isopropylidenebis[(4S)-4-phenyl-2-oxazoline] trifluoromethanesulfonate